OCN1C=CC=2CNC=CC21 1-(hydroxymethyl)-1H,4H,5H-pyrrolo[3,2-c]pyridin